6-(6-Ethoxy-2-fluoro-3-pyridyl)-1-Fluoro-5-[6-[(3S)-1-(3-fluoropropyl)pyrrolidin-3-yl]oxy-3-pyridyl]-8,9-dihydro-7H-Benzo[7]annulen-2-ol C(C)OC1=CC=C(C(=N1)F)C1=C(C2=C(CCC1)C(=C(C=C2)O)F)C=2C=NC(=CC2)O[C@@H]2CN(CC2)CCCF